CS(=O)(=O)CCC1=CC=C(C=C1)[N+](=O)[O-] 1-(2-methanesulfonylethyl)-4-nitrobenzene